ClC1=C2N=CC(NC2=CC=C1)=O 5-chloroquinoxaline-2(1H)-one